ethyl 7-bromo-6-chloro-3-(3-((1,2,3,4-tetrahydro-1,4-methanonaphthalen-5-yl)oxy)propyl)-1H-indole-2-carboxylate BrC=1C(=CC=C2C(=C(NC12)C(=O)OCC)CCCOC1=C2C3CCC(C2=CC=C1)C3)Cl